hydroxymethyltriazolinedione OCN1N=NC(C1=O)=O